C(C)[C@H]1C[C@@H](OC=2CCCC(C12)=O)C Trans-4-ethyl-2-methyl-2,3,4,6,7,8-hexahydro-5H-chromen-5-one